3,3-difluorocyclobutyl trifluoromethane-sulfonate FC(S(=O)(=O)OC1CC(C1)(F)F)(F)F